CN(C)C(=C(C(=O)[O-])C)CC Dimethylamino-ethylmethacrylat